C(#N)C1=CC=C(C=C1)C1=CC=C(C=C1)[O-] 4-(4-cyanophenyl)phenolate